(5-Cyclopropyl-3-isopropylpyrazolo[1,5-a]pyrimidin-7-yl)(3-(2-fluoroacrylamido)benzyl)carbamate C1(CC1)C1=NC=2N(C(=C1)OC(NCC1=CC(=CC=C1)NC(C(=C)F)=O)=O)N=CC2C(C)C